N-(2-cyclopropyl-4-iodo-5-methylphenyl)-N-[2-(oxan-4-yl)pyrazolo[4,3-b]pyridin-5-yl]pent-2-ynamide C1(CC1)C1=C(C=C(C(=C1)I)C)N(C(C#CCC)=O)C=1C=CC=2C(N1)=CN(N2)C2CCOCC2